S1C=2N(C=C1)C(=NC2)C2=CC=C(C#N)C=C2 4-(imidazo[5,1-b]thiazol-5-yl)benzonitrile